C[C@H]1CN(C[C@H](N1)C)C1=CC=C(C=N1)N 6-((3S,5R)-3,5-dimethylpiperazin-1-yl)pyridine-3-amine